NC=1CC(=CC2=C(N1)C=C(S2)C=2C=NN(C2)S(=O)(=O)N2CC(C2)CO)C(=O)N(CCC)CCC 5-amino-2-[1-[3-(hydroxymethyl)azetidin-1-yl]sulfonylpyrazol-4-yl]-N,N-dipropyl-6H-thieno[3,2-b]azepin-7-carboxamide